3-hydroxy-4-(3,5,7-trihydroxy-4-oxo-2,3-dihydro-4H-chromen-2-yl)phenolate OC=1C=C(C=CC1C1OC2=CC(=CC(=C2C(C1O)=O)O)O)[O-]